NC=1C(=NC(=NC1)NC1=C(C=CC=C1)N1C2CN(CC1CC2)C(=O)OC(C)(C)C)NC2CCCC2 tert-butyl 8-((5-amino-4-(cyclopentylamino) pyrimidin-2-ylamino) phenyl)-3,8-diazabicyclo[3.2.1]octane-3-carboxylate